N1=CC=C(C2=CC=CC(=C12)N)N quinoline-4,8-diamine